C(C)(=O)OC1=CC=C(C=2N=C(SC21)Cl)Cl (2,4-dichloro-1,3-benzothiazol-7-yl) acetate